NCC=1C=C(C=CC1)C1=CC2=C(N(N=C2C=C1)C)COC1=C(C=CC=C1)CC(=O)OCC ethyl 2-(2-((5-(3-(aminomethyl)phenyl)-2-methyl-2H-indazol-3-yl)methoxy)phenyl)acetate